2,4,5,6-tetrachlorophenol ClC1=C(C(=C(C(=C1)Cl)Cl)Cl)O